1-(3,5-difluorobenzyl)piperidin FC=1C=C(CN2CCCCC2)C=C(C1)F